C(C)(C)(C)C=1C=C(C=CC1O)C1=CCC(CN1C(=O)OC(C)(C)C)C tert-Butyl 6-(3-tert-butyl-4-hydroxy-phenyl)-3-methyl-3,4-dihydro-2H-pyridine-1-carboxylate